The molecule is a pyrrole resulting from the N-dealkylation of the ethoxymethyl group of chlorfenapyr. It is the active insecticide of the proinsecticide chlorfenapyr. It has a role as an acaricide, an insecticide and an antifouling biocide. It is an organochlorine acaricide, an organochlorine insecticide, an organofluorine acaricide, an organofluorine insecticide, a member of pyrroles, a nitrile, a member of monochlorobenzenes and an organobromine compound. C1=CC(=CC=C1C2=C(C(=C(N2)C(F)(F)F)Br)C#N)Cl